(1S,4S,7R)-6,6-Difluoro-7-(methoxymethoxy)-2-azabicyclo[2.2.1]heptan-3-one FC1(C[C@@H]2C(N[C@H]1[C@@H]2OCOC)=O)F